C(C1=CC=CC=C1)OC(C1=C(N=C(C=C1OC[C@@H](CC1=CC=CC=C1)NC(=O)OC(C)(C)C)C)OC)=O (R)-4-(2-((tert-butoxycarbonyl)amino)-3-phenylpropoxy)-2-methoxy-6-methylnicotinic acid benzyl ester